4-Chloro-1-ethyl-5-(4-ethyl-6-((R*)-3,3,3-trifluoro-2-methylpropyl)pyridin-3-yl)-N-(((1s,4S)-1-hydroxy-4-(methylsulfonyl)cyclohexyl)methyl)-1H-pyrazole-3-carboxamide ClC=1C(=NN(C1C=1C=NC(=CC1CC)C[C@H](C(F)(F)F)C)CC)C(=O)NCC1(CCC(CC1)S(=O)(=O)C)O |o1:15|